NC1=NC=NN2C1=NC=C2C=2C=C(C=CC2C)S(=O)(=O)NC=2C=NC=CC2C 3-(4-aminoimidazo[2,1-f][1,2,4]triazin-7-yl)-4-methyl-N-(4-methylpyridin-3-yl)benzenesulfonamide